β-oestradiol C[C@]12CC[C@H]3[C@H]([C@@H]1CC[C@@H]2O)CCC4=C3C=CC(=C4)O